C(C)(=O)NCC(CC(C(=O)O)=O)O N-Acetyl-2-Oxo-4-hydroxy-5-aminovaleric acid